benzoic acid choline salt OCC[N+](C)(C)C.C(C1=CC=CC=C1)(=O)[O-]